FC1=C(CN2C=C(C=3[C@@H](C(CCC23)(F)F)O)C(F)(F)F)C=CC(=C1)F (S)-1-(2,4-difluorobenzyl)-5,5-difluoro-3-(trifluoromethyl)-4,5,6,7-tetrahydro-1H-indole-4-ol